[Hf].CC1=C(C(=C(C1(C1(C=CC=2C1=C1CCCCC1=CC2)CC2=CC=CC=C2)C)C)C)C pentamethylcyclopentadienyl-(1-benzyl-6,7,8,9-tetrahydro-1H-cyclopenta[a]naphthalene) hafnium